Propyl (R)-4-methyl-2-(3-(3-(5-methyl-1,2,4-oxadiazol-3-yl)benzamido)pyrrolidine-1-carbonyl)thiazole-5-carboxylate CC=1N=C(SC1C(=O)OCCC)C(=O)N1C[C@@H](CC1)NC(C1=CC(=CC=C1)C1=NOC(=N1)C)=O